C(C)C1=C(C=CC(=C1)OCC1=NC=CC=C1)NC=1C=C(C(=O)NCCC(C)C)C=CC1 3-((2-Ethyl-4-(pyridin-2-ylmethoxy)phenyl)amino)-N-isopentylbenzamide